ICC(CCCCCC)CC 1-iodo-2-ethyloctane